The molecule is the para-isomer of ATTO 565 cation. It has a role as a fluorochrome. It is a xanthene dye, a dicarboxylic acid, an organic heteropentacyclic compound and an organic cation. CCN1CCCC2=CC3=C(C=C21)OC4=CC5=[N+](CCCC5=CC4=C3C6=C(C=CC(=C6)C(=O)O)C(=O)O)CC